NC=1N=NC(=CC1N1C[C@H]2CC[C@@H](C1)N2C=2C=C(C(=C(OC1CCN(CC1)C(=O)OCC1=CC=CC=C1)C2)F)F)Cl benzyl 4-(5-((1R,5S)-3-(3-amino-6-chloropyridazin-4-yl)-3,8-diazabicyclo[3.2.1]octan-8-yl)-2,3-difluorophenoxy)piperidine-1-carboxylate